di-tert-butyloxy-silane C(C)(C)(C)O[SiH2]OC(C)(C)C